C(C1=CC=CC=C1)OC=1C=C(C#N)C=C(C1C(=O)N1CC=2C=NC(=CC2C1)CN(C)C)O 3-(Benzyloxy)-4-(6-((dimethylamino)methyl)-2,3-dihydro-1H-pyrrolo[3,4-c]pyridine-2-carbonyl)-5-hydroxybenzonitrile